C(C)(=O)N[C@H](C(=O)N[C@@H](CC(C)C)C(=O)OC)CC1=CC=C(C=C1)OCC=C Methyl ((S)-2-acetamido-3-(4-(allyloxy)phenyl)propanoyl)-L-leucinate